((8S,9S,10S)-9-(4-((2-methoxyphenyl)ethynyl)phenyl)-6-(3,3,3-trifluoropropyl)-1,6-diazabicyclo[6.2.0]decan-10-yl)methanol COC1=C(C=CC=C1)C#CC1=CC=C(C=C1)[C@H]1[C@H]2CN(CCCCN2[C@@H]1CO)CCC(F)(F)F